C(C1=CC=CC=C1)N(CC(COCCOCCOCCOCCOCCOCC(=O)OC)F)CC1=CC=CC=C1 Methyl 2-[2-[2-[2-[2-[2-[3-(dibenzylamino)-2-fluoro-propoxy]ethoxy]ethoxy]ethoxy]ethoxy] ethoxy]acetate